2-(n-propoxy)ethylacrylate C(CC)OCCOC(C=C)=O